(R)-N-(pyrrolidin-3-ylmethyl)cyclopropanamine N1C[C@@H](CC1)CNC1CC1